methyl N-[5-[6-[4-(2-methoxyethyl)-3,4-dihydro-2H-quinoline-1-carbonyl]imidazo[1,2-a]pyridin-3-yl]-2-pyridyl]carbamate COCCC1CCN(C2=CC=CC=C12)C(=O)C=1C=CC=2N(C1)C(=CN2)C=2C=CC(=NC2)NC(OC)=O